BrC=1C=C2C=CCC2=CC1 5-Bromo-1H-indene